C(C)(C)(C)[Si](C)C tertbutyl-dimethyl-silicon